NC1=C2CN(C(C2=CC=C1)=C=O)N1C(CCCC1=O)=O (4-amino-1-carbonylisoindolin-2-yl)piperidine-2,6-dione